N1CC(C1)N(C=1C=CC(=C(C(=O)N[C@H](C)C2=C(C=CC3=CC=CC=C23)OC2CNC2)C1)C)C (R)-5-(azetidin-3-yl(methyl)amino)-N-(1-(2-(azetidin-3-yloxy)naphthalen-1-yl)ethyl)-2-methylbenzamide